ClC=1C=C(C=NC1)[C@@H]1N(C[C@H](CC1)C)C(C(=O)NC=1C=C(C=NC1)C(=O)N)=O 5-[[2-[(2R,5S)-2-(5-chloro-3-pyridyl)-5-methyl-1-piperidyl]-2-oxo-acetyl]amino]pyridine-3-carboxamide